Cl.N[C@@H]1C[C@@H](OC1)C(=O)OC |r| rac-cis-Methyl 4-aminotetrahydrofuran-2-carboxylate hydrochloride